CN(C(=O)C=1N(C=C2C1CCC2)C(=O)OC(C)(C)C)C=2C=C(C=CC2)C tert-butyl 1-(methyl(m-tolyl)carbamoyl)-5,6-dihydrocyclopenta[c]pyrrole-2(4H)-carboxylate